C(/C1=CC=CC=C1)=C/1\C(CC(NC1)(C)C)N1CCCCC1 (5E)-5-benzylidene-2,2-dimethyl-4-(1-piperidinyl)piperidine